1-(((1-chloroethoxy)carbonyl)oxy)-2,2,5,5-tetraethyl-2,5-dihydro-1H-pyrrole ClC(C)OC(=O)ON1C(C=CC1(CC)CC)(CC)CC